3-(4-(2-(methylamino)ethoxy)-1-oxoisoindolin-2-yl)piperidine-2,6-dione CNCCOC1=C2CN(C(C2=CC=C1)=O)C1C(NC(CC1)=O)=O